CC1C(CNC1)C(=O)N 4-methylpyrrolidine-3-carboxamide